ClC=1SC(=CN1)C[N+]1=C2N(C(C(=C1O)C1=CC(=CC(=C1)Cl)Cl)=O)C=CC=C2C 1-[(2-chloro-5-thiazolyl)methyl]-3-(3,5-dichlorophenyl)-2-hydroxy-9-methyl-4-oxo-4H-pyrido[1,2-a]pyrimidinium